5-(3-((tert-butyldimethylsilyl)oxy)phenyl)pyrazin-2-amine [Si](C)(C)(C(C)(C)C)OC=1C=C(C=CC1)C=1N=CC(=NC1)N